2-((tert-Butoxycarbonyl)imino)-4,4-diethyl-6-oxotetrahydropyrimidine C(C)(C)(C)OC(=O)N=C1NC(CC(N1)(CC)CC)=O